C(C1=CC=CC=C1)C=1/C(/NC=C(N1)C1=C(C(=CC=C1)F)F)=N/C(/C(=O)OC(C)(C)C)=C/C=1OC=CC1 tert-butyl (E)-2-(((Z)-3-benzyl-5-(2,3-difluorophenyl)pyrazin-2(1H)-ylidene)amino)-3-(furan-2-yl)acrylate